N-(4-(phenanthren-2-yl)phenyl)-9,9-diphenyl-9H-fluoren-2-amine C1=C(C=CC=2C3=CC=CC=C3C=CC12)C1=CC=C(C=C1)NC1=CC=2C(C3=CC=CC=C3C2C=C1)(C1=CC=CC=C1)C1=CC=CC=C1